O=C1C2=C(C3=C1C=NC1=CC=C(C=C31)NC=3C(=NC=CC3)C#N)C=NC(=N2)C(F)(F)F ((7-oxo-9-(trifluoromethyl)-7H-pyrimido[5',4':3,4]cyclopenta[1,2-c]quinolin-2-yl)amino)pyridinenitrile